F[C@@H]1C[C@H](N(C1)C(CCN1N=C2N(C=CC=C2)C1=O)=O)C(=O)N[C@H](C1=NC=C(C=C1)C(C)C)C1=CC=CC=C1 (2S,4R)-4-fluoro-1-(3-{3-oxo-2H,3H-[1,2,4]triazolo[4,3-a]pyridin-2-yl}propanoyl)-N-[(S)-phenyl[5-(propan-2-yl)pyridin-2-yl]methyl]pyrrolidine-2-carboxamide